(R)-N-(1-(2-(4-((tert-butyldimethylsilyl)oxy)piperidin-1-yl)ethyl)piperidin-3-yl)-6-chloropyridazin-3-amine [Si](C)(C)(C(C)(C)C)OC1CCN(CC1)CCN1C[C@@H](CCC1)NC=1N=NC(=CC1)Cl